7-fluoro-2-hydroxy-4H-pyrido[1,2-a]pyrimidin-4-one FC=1C=CC=2N(C(C=C(N2)O)=O)C1